COC=1C=C(C=NC1)CN(C1=CC2=C(C=N1)N=C(N2)C2=CC(=CN2)C(=O)C2=C(C=CC=C2)C(F)(F)F)C (5-(6-(((5-methoxypyridin-3-yl)methyl)(methyl)amino)-1H-imidazo[4,5-c]pyridin-2-yl)-1H-pyrrol-3-yl)(2-(trifluoromethyl)phenyl)methanone